methyl-2-iminoimidazolidine CN1C(NCC1)=N